CC1=NC(=CC=C1C=1SC=2C=NC(=CC2N1)NC1=NC(=CC=C1)N1[C@@H]2CN([C@H](C1)C2)C)C N-[2-(2,6-Dimethylpyridin-3-yl)-[1,3]thiazolo[5,4-c]pyridin-6-yl]-6-[(1S,4S)-5-methyl-2,5-diazabicyclo[2.2.1]heptan-2-yl]pyridin-2-amine